CC=1C=C(C=C(C1)C1=CC=CC=C1)C1=CC=CC=C1 5'-methyl-[1,1':3',1''-terphenyl]